4-(1-(Tert-butyl)-1H-pyrazol-4-yl)-N-((4-(4-methoxy-3-methylphenyl)bicyclo[2.2.2]oct-1-yl)methyl)pyridin-2-amine C(C)(C)(C)N1N=CC(=C1)C1=CC(=NC=C1)NCC12CCC(CC1)(CC2)C2=CC(=C(C=C2)OC)C